(4-benzyl-4-hydroxypiperidin-1-yl)(2,4'-bipyridin-3-yl)methanone trihydrate O.O.O.C(C1=CC=CC=C1)C1(CCN(CC1)C(=O)C=1C(=NC=CC1)C1=CC=NC=C1)O